Cl.[N+](=O)([O-])C1=CC=C(C=C1)N1C(CNCC1)CO (1-(4-nitrophenyl)piperazin-2-yl)methanol hydrochloride